C(C(C)C)NC(=O)N N-isobutyl-urea